2-(methylthio)-1H-imidazole CSC=1NC=CN1